FC(C)(F)C1=NC(=C(C(=N1)C)S(=O)(=O)N1CC2(C1)CN(C2)CC2(COC2)C)C 2-((2-(1,1-difluoroethyl)-4,6-dimethylpyrimidin-5-yl)sulfonyl)-6-((3-methyl-oxetan-3-yl)methyl)-2,6-diazaspiro[3.3]heptane